ClC1=NC(=C(C(=N1)N1CC(N(CC1)C(=O)[O-])CC#N)[N+](=O)[O-])CC1(CCCC2=CC=CC=C12)C(=O)OC 4-(2-Chloro-6-((1-(methoxycarbonyl)-1,2,3,4-tetrahydronaphthalen-1-yl)methyl)-5-nitropyrimidine-4-yl)-2-(cyanomethyl)piperazine-1-carboxylate